tert-butyl (4-(3,4-dichlorophenyl)but-3-yn-2-yl)carbamate ClC=1C=C(C=CC1Cl)C#CC(C)NC(OC(C)(C)C)=O